C1(=CC(=CC=C1)NC=1C(=C(C#N)C=CC1)N)C1=CC=CC=C1 3-([1,1'-biphenyl]-3-ylamino)-2-aminobenzonitrile